N-[7-methyl-6-[4-(3-methyltetrahydrofuran-3-yl)piperazin-1-yl]-3-isoquinolyl]-3-oxabicyclo[4.1.0]heptane-7-carboxamide CC1=C(C=C2C=C(N=CC2=C1)NC(=O)C1C2CCOCC12)N1CCN(CC1)C1(COCC1)C